N-((1r,4r)-4-((5-(imidazo[1,2-a]pyridin-6-yl)-7H-pyrrolo[2,3-d]pyrimidin-2-yl)amino)-1-methylcyclohexyl)acetamide N=1C=CN2C1C=CC(=C2)C2=CNC=1N=C(N=CC12)NC1CCC(CC1)(C)NC(C)=O